2-[{2-Fluoro-4-methyl-5-[(2,2,2-trifluoroethyl)sulfanyl]phenyl}(2,2,2-trifluoro-ethyl)amino]-1,3-thiazol-4(5H)-on FC1=C(C=C(C(=C1)C)SCC(F)(F)F)N(C=1SCC(N1)=O)CC(F)(F)F